N-((8-bromo-6-cyclopropylimidazo[1,2-a]pyridin-2-yl)methyl)-2-chloro-6-cyclopropylpyridin-4-amine BrC=1C=2N(C=C(C1)C1CC1)C=C(N2)CNC2=CC(=NC(=C2)C2CC2)Cl